(R)-2-((3-amino-3-methylpiperidin-1-yl)methyl)-N-(4-(4-morpholino-7H-pyrrolo[2,3-d]pyrimidin-6-yl)phenyl)pyrimidin-5-amine N[C@]1(CN(CCC1)CC1=NC=C(C=N1)NC1=CC=C(C=C1)C1=CC2=C(N=CN=C2N2CCOCC2)N1)C